5-(2-fluoro-6-hydroxy-3-(1-methyl-1H-1,2,4-triazol-3-yl)phenyl)-1,2,5-thiadiazolidin-3-one 1,1-dioxide FC1=C(C(=CC=C1C1=NN(C=N1)C)O)N1CC(NS1(=O)=O)=O